FC1=C(C(=CC=C1)F)C1=NCC2=NN=C(N2C=2SC=3CC(CC3C12)CI)C 9-(2,6-difluorophenyl)-13-(iodomethyl)-3-methyl-16-thia-2,4,5,8-tetraazatetracyclo[8.6.0.02,6.011,15]Hexadeca-1(10),3,5,8,11(15)-pentaene